N-(3-chloro-5-methanesulfonamidophenyl)-4-{3-[(3,5-difluorophenyl)methoxy]-5-fluoropyridin-2-yl}-5-(2-hydroxyethyl)thiophene-2-carboxamide ClC=1C=C(C=C(C1)NS(=O)(=O)C)NC(=O)C=1SC(=C(C1)C1=NC=C(C=C1OCC1=CC(=CC(=C1)F)F)F)CCO